C(C)N1C(=NN(C1=O)C=1C=C2C(=CC(=[N+](C2=CC1F)[O-])C1=C(C=CC=C1)C)C(C)C)CO 6-(4-Ethyl-3-(hydroxymethyl)-5-oxo-4,5-dihydro-1H-1,2,4-triazol-1-yl)-7-fluoro-4-isopropyl-2-(o-tolyl)quinoline 1-oxide